NCCNCCC[Si](OC)(OC)OC 3-(2-amino-ethylamino)propyl-trimethoxysilane